6-(1-(8-amino-1-bromoimidazo[1,5-a]pyrazin-3-yl)ethyl)-4-chloro-2-iodo-3-methylphenol NC=1C=2N(C=CN1)C(=NC2Br)C(C)C2=CC(=C(C(=C2O)I)C)Cl